benzyl 3-isopropyl-4-(((methylthio)carbonothioyl)oxy)pyrrolidine-1-carboxylate C(C)(C)C1CN(CC1OC(=S)SC)C(=O)OCC1=CC=CC=C1